(S,E)-2-(tert-butyl)-4-(cyclohexyloxy)-N-(4-(methylsulfonyl)but-3-en-2-yl)pyrimidine-5-carboxamide C(C)(C)(C)C1=NC=C(C(=N1)OC1CCCCC1)C(=O)N[C@@H](C)\C=C\S(=O)(=O)C